N1CC(C1)S(=O)(=O)C1=CC(=C(C(=O)NC=2C(N(C=CC2)C2CCC(CC2)(F)F)=O)C=C1)N1CCC2(CC2)CC1 4-(azetidin-3-ylsulfonyl)-N-(1-(4,4-difluorocyclohexyl)-2-oxo-1,2-dihydropyridin-3-yl)-2-(6-azaspiro[2.5]octan-6-yl)benzamide